CSC1=CC=C(C=C1)C=CCCCC1=CC=CC=C1 Methyl[4-(5-phenylpent-1-en-1-yl)phenyl]sulfane